ClC1=NC=C(C(=N1)NC=1C(=C(C=CC1)OCC)N)Cl N1-(2,5-dichloropyrimidin-4-yl)-3-ethoxybenzene-1,2-diamine